BrC=1C=CC(=NC1)C(CO)O 1-(5-bromopyridin-2-yl)ethane-1,2-diol